1-(2-(1-(2-methylbutanoyl)piperidin-2-yl)-4-(p-tolyl)-1H-imidazol-1-yl)dodecane-1-one CC(C(=O)N1C(CCCC1)C=1N(C=C(N1)C1=CC=C(C=C1)C)C(CCCCCCCCCCC)=O)CC